(4-Benzothien-2-yl-phenyl)-(4-benzoxazol-2-yl-phenyl)-{4-(1,10-phenanthroline-2-yl)-phenyl}amine S1C(=CC2=C1C=CC=C2)C2=CC=C(C=C2)N(C2=CC=C(C=C2)C2=NC1=C3N=CC=CC3=CC=C1C=C2)C2=CC=C(C=C2)C=2OC1=C(N2)C=CC=C1